tert-butyl (1S,2S,3R,5R)-3-((5-bromo-1,3,4-thiadiazol-2-yl)(methyl)amino)-2-fluoro-8-azabicyclo[3.2.1]octane-8-carboxylate BrC1=NN=C(S1)N([C@H]1[C@H]([C@@H]2CC[C@H](C1)N2C(=O)OC(C)(C)C)F)C